[6-(3-cyclopropyl-1,2,4-triazol-1-yl)-2-azaspiro[3.3]heptan-2-yl]-[6-[(2,4-dimethylthiazol-5-yl)methyl]-2,6-diazaspiro[3.3]heptan-2-yl]methanone C1(CC1)C1=NN(C=N1)C1CC2(CN(C2)C(=O)N2CC3(C2)CN(C3)CC3=C(N=C(S3)C)C)C1